n-butylamine Nickel (II) [Ni+2].C(CCC)N